C(C)OC(C(C1=C2N(C=N1)C[C@@H](C2)F)N2N=C1C(=C(C=C(C1=C2)Cl)C2=CC=C(C=C2)N2CCOCC2)CC)=O 2-(4-chloro-7-ethyl-6-(4-morpholinophenyl)-2H-indazol-2-yl)-2-((R)-6-fluoro-6,7-dihydro-5H-pyrrolo[1,2-c]imidazol-1-yl)acetic acid ethyl ester